4-((3-(4-cyanopyrimidin-2-yl)-2-methoxyphenyl)amino)-6-(cyclopropanecarboxamido)-N-(methyl-d3)pyridazine-3-carboxamide C(#N)C1=NC(=NC=C1)C=1C(=C(C=CC1)NC1=C(N=NC(=C1)NC(=O)C1CC1)C(=O)NC([2H])([2H])[2H])OC